BrC=1C=C2C(=NC1)NC(=C2I)COCC 5-bromo-2-(ethoxymethyl)-3-iodo-1H-pyrrolo[2,3-b]pyridine